C1(C=CC=C1)[Pt](C)(C)C (cyclopentadienyl)trimethyl-platinum(IV)